COC=1C=C(C=C(C1CCN1CCC(CC1)OC1CCNCC1)OC)C1=CN(C(C2=CN=CC=C12)=O)C 4-(3,5-dimethoxy-4-(2-(4-(piperidin-4-yloxy)piperidin-1-yl)ethyl)phenyl)-2-methyl-2,7-naphthyridin-1(2H)-one